C(C1=CC=CC=C1)OC1=C(C=C(C=C1)\C=C\[N+](=O)[O-])OC (E)-1-(benzyloxy)-2-methoxy-4-(2-nitrovinyl)benzene